(12AR)-9-bromo-10-chloro-7-fluoro-3,4,12,12a-tetrahydro-6H-pyrazino[2,1-c][1,4]benzoxazepine-2(1H)-carboxylic acid tert-butyl ester C(C)(C)(C)OC(=O)N1C[C@@H]2COC3=C(CN2CC1)C(=CC(=C3Cl)Br)F